C[C@]1(NCC1)COC=1C=NC=CC1C1=C(C2=NC=CC=C2N1)C1=CC(=CC=C1)C(F)(F)F |r| 2-(3-{[(2RS)-2-methylazetidin-2-yl]methoxy}pyridin-4-yl)-3-[3-(trifluoromethyl)phenyl]-1H-pyrrolo[3,2-b]pyridine